CC=C(C(=O)O)C.COC(C(=C)C)=O.C(C(=C)C)(=O)O (Methacrylic acid) Methyl-methacrylate (Methyl-methacrylate)